ClC1=C(C=CC=C1OC=1C=2N(C=C(N1)C=1C=NN(C1)C)N=CC2)NC(C#CC2CC2)=O N-(2-chloro-3-((6-(1-methyl-1H-pyrazol-4-yl)pyrazolo[1,5-a]pyrazin-4-yl)oxy)phenyl)-3-cyclopropylpropiolamide